(R)-2-methyl-3-(1-((4-methyl-7-(4-methylpiperazin-1-yl)pyrido[3,4-d]pyridazin-1-yl)amino)ethyl)benzonitrile CC1=C(C#N)C=CC=C1[C@@H](C)NC1=C2C(=C(N=N1)C)C=NC(=C2)N2CCN(CC2)C